2-((4-((3,4-Dichlorophenyl)thio)-3-nitrophenyl)sulfonamido)-4-methoxybenzoic acid ClC=1C=C(C=CC1Cl)SC1=C(C=C(C=C1)S(=O)(=O)NC1=C(C(=O)O)C=CC(=C1)OC)[N+](=O)[O-]